4-(3,5-dichlorophenoxy)phenylhydrazine hydrochloride Cl.ClC=1C=C(OC2=CC=C(C=C2)NN)C=C(C1)Cl